3-(5-((8-benzhydryl-2,8-diazaspiro[4.5]decan-2-yl)methyl)-6-fluoro-1-oxoisoindolin-2-yl)piperidine-2,6-dione C(C1=CC=CC=C1)(C1=CC=CC=C1)N1CCC2(CCN(C2)CC=2C=C3CN(C(C3=CC2F)=O)C2C(NC(CC2)=O)=O)CC1